OCC(COCC(OC1OCCCC1)C=1C=C(C=CC1)CCC(=O)OCC)(C)C Ethyl 3-(3-(2-(3-hydroxy-2,2-dimethylpropoxy)-1-((tetrahydro-2H-pyran-2-yl)oxy)ethyl)phenyl)propanoate